2-(morpholin-4-yl)-4-[4-(prop-2-ylsulfanyl)phenyl]-8-[1-(tetrahydro-2H-pyran-2-yl)-1H-pyrazol-5-yl]-1,7-naphthyridine N1(CCOCC1)C1=NC2=C(N=CC=C2C(=C1)C1=CC=C(C=C1)SC(C)C)C1=CC=NN1C1OCCCC1